1-(4-(4-(2-aminoethoxy)phenyl)piperazin-1-yl)propan-1-one NCCOC1=CC=C(C=C1)N1CCN(CC1)C(CC)=O